5-(4-methoxy-1,3-benzooxazol-2-yl)-1-(2-methylpropyl)-1,2,3-benzotriazole COC1=CC=CC2=C1N=C(O2)C2=CC1=C(N(N=N1)CC(C)C)C=C2